C1(CCC1)C(=O)OCN1C(CCC2=CC=C(C=C12)CCN1CCN(CC1)C1=CC(=CC=2SC=CC21)F)=O (7-(2-(4-(6-fluorobenzo[b]thiophen-4-yl)piperazin-1-yl)ethyl)-2-oxo-3,4-dihydroquinolin-1(2H)-yl)methyl cyclobutanecarboxylate